Trans-1-tert-butoxycarbonyl-3-fluoro-piperidine-4-carboxylic acid C(C)(C)(C)OC(=O)N1C[C@H]([C@@H](CC1)C(=O)O)F